OC1=C(C=C2C(CC3(C2=C1)CC(C1=CC(=C(C=C13)O)C=1C(=C(C(=O)N)C=CC1[N+](=O)[O-])C)(C)C)(C)C)C=1C(=C(C(=O)N)C=CC1[N+](=O)[O-])C (6,6'-dihydroxy-3,3,3',3'-tetramethyl-2,2',3,3'-tetrahydro-1,1'-spirobi[indene]-5,5'-diyl)bis(2-methyl-4-nitrobenzamide)